Methyl 4-[2-(3-hydroxy-4-methoxyphenyl)ethyl]benzoate OC=1C=C(C=CC1OC)CCC1=CC=C(C(=O)OC)C=C1